ClC1=CC2=C(N=C(O2)C)C(=C1)C=1C=C2C(=NN=C(C2=CC1)NCC1=C(C=C(C=C1)OC)OC)C 6-(6-chloro-2-methyl-1,3-benzoxazol-4-yl)-N-[(2,4-dimethoxyphenyl)methyl]-4-methylphthalazin-1-amine